[Si](C)(C)(C(C)(C)C)OCC1=CC=C(C=C1)N1N=C(C=C1)CC(=O)NC=1SC(=CN1)C(F)(F)F 2-[1-(4-[(tert-butyldimethylsilyl)oxy]methylphenyl)-1H-pyrazol-3-yl]-N-[5-(trifluoromethyl)-1,3-thiazol-2-yl]acetamide